N-[(S)-1-(3-ethoxy-4-fluorophenyl)ethyl]-4-[(S)-5-methyl-1,4-diazepan-1-yl]-8-cyclopropyl-6-methyl-1,7-diaza-3-naphthamide C(C)OC=1C=C(C=CC1F)[C@H](C)NC(=O)C=1C=NC2=C(N=C(C=C2C1N1CCN[C@H](CC1)C)C)C1CC1